(R)-isopropyl-(1-naphthyl)phosphorus oxide C(C)(C)[P](C1=CC=CC2=CC=CC=C12)=O